C(C)(C)(C)C1=CC(=CC(=C1O)C(C)(C)C)C 2,6-di-tertbutyl-p-cresol